N1CC(C1)CCNC(=O)C=1C=C2C(=NNC2=CC1)C1=NC2=C(N1)C=C(C=C2)N2CCOCC2 N-(2-(azetidin-3-yl)ethyl)-3-(6-morpholino-1H-benzo[d]imidazol-2-yl)-1H-indazole-5-carboxamide